[Si](C)(C)(C(C)(C)C)OCC(C)(C)C1=CC=CC(=N1)C(=O)NC1=CC2=CN(N=C2C=C1OC)C1CCC(CC1)C=O 6-[2-[Tert-butyl(dimethyl)silyl]oxy-1,1-dimethyl-ethyl]-N-[2-(4-formylcyclohexyl)-6-methoxy-indazol-5-yl]pyridine-2-carboxamide